CCCCCCCCCCCCCCC(=O)O[C@H](COC(=O)CCCCCCC/C=C\CCCCC)COP(=O)(O)OC[C@@H](C(=O)O)N 1-(9Z-pentadecenoyl)-2-pentadecanoyl-glycero-3-phosphoserine